The molecule is a eudesmane sesquiterpenoid that is eudesmane carrying three hydroxy substituents at positions 1, 4 and 6. It has a role as a plant metabolite. It is a eudesmane sesquiterpenoid and a triol. CC(C)[C@@H]1CC[C@]2([C@@H](CC[C@]([C@@H]2[C@H]1O)(C)O)O)C